Hexahydro-1H-pyrrolizine-7a-carboxylic acid methyl ester COC(=O)C12CCCN2CCC1